C(C)(C)(C)OC(=O)N1C[C@H](CCC1)NC=1C2=C(N=CN1)C(=CC(=N2)C2=CC=C(C=C2)CN2C1COCC2COC1)C(N)=O (3S)-3-[[8-carbamoyl-6-(4-[3,7-dioxa-9-azabicyclo[3.3.1]non-9-ylmethyl]phenyl)pyrido[3,2-d]pyrimidin-4-yl]amino]piperidine-1-carboxylic acid tert-butyl ester